N-(7-methoxy-4-((2-methoxy-5-(2-methylfuran-3-yl)phenyl)amino)quinazolin-6-yl)acrylamide COC1=C(C=C2C(=NC=NC2=C1)NC1=C(C=CC(=C1)C1=C(OC=C1)C)OC)NC(C=C)=O